N-isopropyl-1-(4-methoxyphenyl)methanimine oxide C(C)(C)[N+](=CC1=CC=C(C=C1)OC)[O-]